2-(4-iodo-2,5-dimethoxyphenyl)-N-[(2-hydroxyphenyl)methyl]ethanamine IC1=CC(=C(C=C1OC)CCNCC1=C(C=CC=C1)O)OC